C(C)(C)(C)OC(=O)N[C@@H]1CC[C@H](CC1)/C(=C/C(=O)OCC)/C ethyl (E)-3-(trans-4-((tert-butoxycarbonyl)amino)cyclohexyl)-2-butenoate